N-((2,4-diisopropyl-6-(trifluoromethyl)pyridin-3-yl)carbamoyl)-6-methoxy-6,7-dihydro-5H-pyrazolo[5,1-b][1,3]oxazine-3-sulfonamide C(C)(C)C1=NC(=CC(=C1NC(=O)NS(=O)(=O)C=1C=NN2C1OCC(C2)OC)C(C)C)C(F)(F)F